rac-(3aR,4R,4aR,9bS,9cR)-9b-hydroxy-7-(4-hydroxybutoxy)-9-methoxy-4a-(4-methoxyphenyl)-4-phenyl-3,3a,4,4a,9b,9c-hexahydro-2H-benzofuro[3',2':3,4]cyclopenta[1,2-d]oxazol-2-one O[C@]12[C@]([C@@H]([C@H]3NC(O[C@H]31)=O)C3=CC=CC=C3)(OC3=C2C(=CC(=C3)OCCCCO)OC)C3=CC=C(C=C3)OC |r|